[C@@H]12[C@H](CCCC1)C(=O)OC2=O Trans-1,2-Cyclohexanedicarboxylic anhydride